hydroquinone, iodide salt [I-].C1(O)=CC=C(O)C=C1